1-(2,5-difluorophenyl)-2-thioxodihydropyrimidine-4,6(1H,5H)-dione FC1=C(C=C(C=C1)F)N1C(NC(CC1=O)=O)=S